(S)-N-(3-(3,4-dihydroisoquinolin-2(1H)-yl)-2-hydroxypropyl)-6-(1-ethyl-1H-pyrazol-4-yl)imidazo[1,2-a]pyridine-2-carboxamide C1N(CCC2=CC=CC=C12)C[C@H](CNC(=O)C=1N=C2N(C=C(C=C2)C=2C=NN(C2)CC)C1)O